FC=1C(=NC=C(C1)F)C1=CC=C(C=C1)F 3,5-difluoro-2-(4-fluorophenyl)pyridin